[W+5].[W+6].ClC=1C=C(CNC(=O)[C@@]2(C(N(CC2)C=2C=C3C(=NC2)NC(C32CC2)=O)=O)O)C=C(C1)F (S)-N-(3-chloro-5-fluorobenzyl)-3-hydroxy-2-oxo-1-(2'-oxo-1',2'-dihydrospiro[cyclopropane-1,3'-pyrrolo[2,3-b]pyridine]-5'-yl)pyrrolidine-3-carboxamide tungsten (VI)-tungsten (V)